N-methyl-hydroxyacetanilide CN(C1=CC=CC=C1)C(CO)=O